COC1=NN(C2=C3C(=C(C=C12)O)C=CC=C3)C3=CC=CC=C3 3-methoxy-1-phenyl-1H-benzo[g]indazol-5-ol